O=C1C(CC2(CNCCO2)CC1)C#N 9-oxo-1-oxa-4-azaspiro[5.5]undecane-8-carbonitrile